N-{3-fluoro-4-[6-methoxy-7-(3-morpholinopropoxy)quinolin-4-oxy]phenyl}-7-phenylpyrazolo[1,5-a]pyrimidine-5-carboxamide FC=1C=C(C=CC1OC1=CC=NC2=CC(=C(C=C12)OC)OCCCN1CCOCC1)NC(=O)C1=NC=2N(C(=C1)C1=CC=CC=C1)N=CC2